C12(CC3CC(CC(C1)C3)C2)CCC(C(=C)OCC)=O 5-((3r-5r,7r)-adamantan-1-yl)-2-ethoxypent-1-en-3-one